ClC=1C=C(C=2N(N1)C=CN2)[C@@H]2[C@H](C2)C=2C=CC(=C(C#N)C2)C(F)(F)F 5-((1S,2S)-2-(6-chloroimidazo[1,2-b]pyridazin-8-yl)cyclopropyl)-2-(trifluoromethyl)benzonitrile